FC1=CC(=NC=C1)C(=O)OC methyl 4-fluoropicolinate